aminocyclopropanecarboxylic Acid C1CC1(C(=O)O)N